N1(CCCC1)C1=CC=C2C(=CNC2=C1)C1=NC(=NC=C1C(F)(F)F)N[C@@H]1CN(CCC1)C(=O)OC(C)(C)C tert-butyl (3S)-3-[[4-(6-pyrrolidin-1-yl-1H-indol-3-yl)-5-(trifluoromethyl)pyrimidin-2-yl]amino]piperidine-1-carboxylate